methyl 4-bromo-3-formamidobenzoate BrC1=C(C=C(C(=O)OC)C=C1)NC=O